N,2-dimethyl-N-(2-((tetrahydro-2H-pyran-2-yl)oxy)ethyl)but-3-yn-2-amine CN(C(C)(C#C)C)CCOC1OCCCC1